C1=CC=C(C=C1)C=CI iodostyrene